tert-butyl (5S)-2-[3-chloro-4-[2-(dimethylamino)ethoxy]phenyl]-5-methyl-piperidine-1-carboxylate ClC=1C=C(C=CC1OCCN(C)C)C1N(C[C@H](CC1)C)C(=O)OC(C)(C)C